N-(2-aminoethyl)-3-aminopropyltriethoxysilan NCCNCCC[Si](OCC)(OCC)OCC